OC=1C=C(C2=CC=CC=C2C1)C=1C(=C(C=C2CCCOC12)N1CC2(CN(C2)C(C=C)=O)CC1)C#N (P)-8-(3-hydroxy-1-naphthalenyl)-6-(2-(2-propenoyl)-2,6-diazaspiro[3.4]octan-6-yl)-3,4-dihydro-2H-chromene-7-carbonitrile